ClC1=CC2=C(N(N=N2)CC2=CC=C(C=N2)C=2OC(=NN2)C(F)F)C=C1Cl 2-(6-((5,6-dichloro-1H-benzo[d][1,2,3]triazol-1-yl)methyl)pyridin-3-yl)-5-(difluoromethyl)-1,3,4-oxadiazole